(6-(1,2-difluoroethyl)pyridin-2-yl)carbamic acid tert-butyl ester C(C)(C)(C)OC(NC1=NC(=CC=C1)C(CF)F)=O